pentaerythritol beta-(3,5-di-tert-butyl-4-hydroxy-phenyl)propionate C(C)(C)(C)C=1C=C(C=C(C1O)C(C)(C)C)C(C(=O)O)C.C([C@H](O)[C@H](O)CO)O.C([C@H](O)[C@H](O)CO)O.C([C@H](O)[C@H](O)CO)O.C([C@H](O)[C@H](O)CO)O.C([C@H](O)[C@H](O)CO)O